(S)-tert-butyl 2-(6-(3-methyl-1H-pyrrolo[2,3-b]pyridin-5-yl)-2-(4-methylpyrimidine-5-Carbonyl)-1,2,3,4-tetrahydroisoquinolin-8-yl)pyrrolidine-1-carboxylate CC1=CNC2=NC=C(C=C21)C=2C=C1CCN(CC1=C(C2)[C@H]2N(CCC2)C(=O)OC(C)(C)C)C(=O)C=2C(=NC=NC2)C